SC1=CC=C(C=C1)B(O)O L-4-mercaptophenylboronic acid